2-[6-(3-triflylbenzyl)-2-azaspiro[3.3]heptane-2-carbonyl]-2,5-diazaspiro[3.4]octan-6-one S(=O)(=O)(C(F)(F)F)C=1C=C(CC2CC3(CN(C3)C(=O)N3CC4(C3)NC(CC4)=O)C2)C=CC1